2-((((9H-fluoren-9-yl)methoxy)carbonyl)amino)-4-methoxy-4-oxobutanoic acid C1=CC=CC=2C3=CC=CC=C3C(C12)COC(=O)NC(C(=O)O)CC(=O)OC